{4-[2-(1H-benzimidazol-2-yl)phenyl-sulfamoyl]-phenoxy}acetic acid N1C(=NC2=C1C=CC=C2)C2=C(C=CC=C2)NS(=O)(=O)C2=CC=C(OCC(=O)O)C=C2